FC(OC1=CC=CC=2C(N([C@H]3C=4N([C@@H](C21)C3)C3=C(N4)C=CC(=C3)C#CC=3N=NC(=CC3)C)C([2H])([2H])[2H])=O)F (7R,14R)-1-(difluoromethoxy)-6-(methyl-d3)-11-((6-methylpyridazin-3-yl)ethynyl)-6,7-dihydro-7,14-methanobenzo[f]benzo[4,5]imidazo[1,2-a][1,4]diazocin-5(14H)-one